7-isopropoxy-2-(1-methyl-2-oxabicyclo[2.1.1]hex-4-yl)imidazo[1,2-a]pyridine-6-carboxylic acid C(C)(C)OC1=CC=2N(C=C1C(=O)O)C=C(N2)C21COC(C2)(C1)C